2-imidazolethione N=1C(N=CC1)=S